methyl 4-((4-(3-(2,4-dioxotetrahydropyrimidin-1(2H)-yl)-1-methyl-1H-indazol-6-yl) phenyl) sulfonyl)-piperidine-1-carboxylate O=C1N(CCC(N1)=O)C1=NN(C2=CC(=CC=C12)C1=CC=C(C=C1)S(=O)(=O)C1CCN(CC1)C(=O)OC)C